N-[2-(1-Methyl-1H-pyrazol-4-yl)-[1,3]thiazolo[5,4-c]pyridin-6-yl]-5-(morpholin-4-yl)-6-[(pyrrolidin-1-yl)methyl]pyridin-2-amine CN1N=CC(=C1)C=1SC=2C=NC(=CC2N1)NC1=NC(=C(C=C1)N1CCOCC1)CN1CCCC1